N'-acetyl-4-amino-N-((2-methoxy-6-(trifluoromethyl)pyridin-3-yl)methyl)-N',1-dimethyl-1H-pyrazolo[4,3-c]quinoline-8-carbohydrazide C(C)(=O)N(N(C(=O)C1=CC=2C3=C(C(=NC2C=C1)N)C=NN3C)CC=3C(=NC(=CC3)C(F)(F)F)OC)C